FC1=NC=CC(=C1)S(=O)(=O)N 2-fluoro-pyridine-4-sulfonamide